ClC1(C(C1C1=CC(=C(C(=C1)Cl)F)Cl)C(=O)Cl)Cl 2,2-dichloro-3-(3,5-dichloro-4-fluorophenyl)cyclopropane-1-carbonyl chloride